3-decenoate C(CC=CCCCCCC)(=O)[O-]